4-(2-acetyl-6,9-dioxo-5-(4-(trifluoromethyl)benzyl)-2,5,8-triazaspiro[3.5]non-8-yl)-3-fluoro-N-hydroxybenzoamide C(C)(=O)N1CC2(C1)N(C(CN(C2=O)C2=C(C=C(C(=O)NO)C=C2)F)=O)CC2=CC=C(C=C2)C(F)(F)F